1-[8,9-dihydroxy-9-(3,4-methylenedioxyphenyl)-2-nonenoyl]piperidine tert-butyl-N-[3-[2-(4-cyclopropyl-6-methoxy-pyrimidin-5-yl)-4-methylsulfanyl-pyrimidin-5-yl]propyl]carbamate C(C)(C)(C)OC(NCCCC=1C(=NC(=NC1)C=1C(=NC=NC1OC)C1CC1)SC)=O.OC(CCCCC=CC(=O)N1CCCCC1)C(C1=CC2=C(C=C1)OCO2)O